(3-(Difluoromethoxy)-4-fluorophenyl)-1-((1-(tetrahydro-2H-pyran-2-yl)-1H-pyrazol-4-yl)methyl)-1H-pyrazolo[4,3-b]pyridine FC(OC=1C=C(C=CC1F)C1=NN(C=2C1=NC=CC2)CC=2C=NN(C2)C2OCCCC2)F